2-((1S,2S)-2-(3-cyano-4-oxo-1-((R)-1-(6-(trifluoromethyl)pyridin-3-yl)ethyl)-4,5-dihydro-1H-pyrazolo[3,4-d]pyrimidin-6-yl)cyclobutyl)pyridine 1-oxide C(#N)C1=NN(C=2N=C(NC(C21)=O)[C@@H]2[C@H](CC2)C2=[N+](C=CC=C2)[O-])[C@H](C)C=2C=NC(=CC2)C(F)(F)F